F[C@H]1C[C@@H](N(C1)C=1C=CC=2N(N1)C(=CN2)C2=CC(=NC=N2)CCO)C2=C(C=CC(=C2)F)OC 2-(6-(6-((2R,4S)-4-fluoro-2-(5-fluoro-2-methoxyphenyl)pyrrolidin-1-yl)imidazo[1,2-b]pyridazin-3-yl)pyrimidin-4-yl)ethan-1-ol